4-bromo-2-methoxy-5-(3,4,5-trifluorophenyl)-1H-imidazole BrC=1N=C(NC1C1=CC(=C(C(=C1)F)F)F)OC